2-[3-[(2R,6S)-2,6-Dimethylmorpholin-4-carbonyl]-5,6-dihydro-4H-cyclopenta[c]pyrazol-1-yl]-1-(4-fluoro-4-phenyl-1-piperidyl)ethanon C[C@@H]1CN(C[C@@H](O1)C)C(=O)C=1C2=C(N(N1)CC(=O)N1CCC(CC1)(C1=CC=CC=C1)F)CCC2